ethyl (S)-3-(3-(4-hydroxy-1-methyl-2-oxo-1,2-dihydropyridin-3-yl)ureido)-3-(5-methyl-3'-(trifluoromethoxy)biphenyl-3-yl)propanoate OC1=C(C(N(C=C1)C)=O)NC(N[C@@H](CC(=O)OCC)C=1C=C(C=C(C1)C)C1=CC(=CC=C1)OC(F)(F)F)=O